2-dicyclohexylphosphino-2',6'-di-propoxy-1,1'-biphenyl C1(CCCCC1)P(C1=C(C=CC=C1)C1=C(C=CC=C1OCCC)OCCC)C1CCCCC1